(R)-N-((S)-1-(6-chloro-2,7-dimethoxyquinolin-3-yl)ethyl)-2-methylpropan-2-sulfinamide ClC=1C=C2C=C(C(=NC2=CC1OC)OC)[C@H](C)N[S@](=O)C(C)(C)C